N(N)C1=NC(=NC=C1)C1=CC(=C(C(=C1)OC)OC)OC 4-hydrazino-2-(3,4,5-trimethoxyphenyl)pyrimidine